1,1,1-triethyl-3,3-dimethyldisiloxane C(C)[Si](O[SiH](C)C)(CC)CC